N/C(/C(=O)O)=C(\C=C\C(=O)O)/C(=O)O 2-Amino-3-carboxymuconic acid